N-((1S,2R)-2-((4-methyl-2-(methylcarbamoyl)-6-nitrophenyl)amino)cyclohexyl)-2-oxo-1,2-dihydroquinoline-4-carboxamide CC1=CC(=C(C(=C1)[N+](=O)[O-])N[C@H]1[C@H](CCCC1)NC(=O)C1=CC(NC2=CC=CC=C12)=O)C(NC)=O